2-(4-(3-isopropyl-2-(1-methyl-2-oxo-1,2-dihydro-[3,3'-bipyridin]-5-yl)-1H-indol-5-yl)piperidin-1-yl)-N,N-dimethylacetamide C(C)(C)C1=C(NC2=CC=C(C=C12)C1CCN(CC1)CC(=O)N(C)C)C=1C=C(C(N(C1)C)=O)C=1C=NC=CC1